C(C)OC(=O)C1OC(C(C1C=1C(=NC(=CC1)C(F)F)O)C)(C(F)(F)F)C 3-(6-(difluoromethyl)-2-hydroxypyridin-3-yl)-4,5-dimethyl-5-(trifluoromethyl)tetrahydrofuran-2-carboxylic acid ethyl ester